magnesium tetrafluoroborate salt F[B-](F)(F)F.[Mg+2].F[B-](F)(F)F